[2-hydroxy-3-[(1-oxoallyl)oxy]propyl]trimethyl-ammonium chloride [Cl-].OC(C[N+](C)(C)C)COC(C=C)=O